3-[2-[4-(8-chloro-5-methoxy-4-oxo-chromen-2-yl)phenoxy]ethoxy]cyclobutanecarboxylic acid ClC=1C=CC(=C2C(C=C(OC12)C1=CC=C(OCCOC2CC(C2)C(=O)O)C=C1)=O)OC